C(#N)C1C(COCC1)N1N=CC(=C1)C(=O)N 1-(4-cyanotetrahydro-2H-pyran-3-yl)pyrazole-4-carboxamide